7-nitrobenzo[d][1,2,3]triazin-4(3H)-one [N+](=O)([O-])C=1C=CC2=C(N=NNC2=O)C1